6-methyl-1-hydroxy-3-[(beta-hydroxyethyl)amino]benzene CC1=CC=C(C=C1O)NCCO